N-(3,4-dimethoxyphenethyl)-2-(3-(4-methoxyphenyl)-6-oxopyridazin-1(6H)-yl)acetamide COC=1C=C(CCNC(CN2N=C(C=CC2=O)C2=CC=C(C=C2)OC)=O)C=CC1OC